tert-butyl 5-bromo-4-(cyclopropylmethyl)-1H-pyrrole-3-carboxylate BrC1=C(C(=CN1)C(=O)OC(C)(C)C)CC1CC1